FC1=CC(=C(C(=C1)C)S(=O)(=O)N1N=C(C=C1)C(=O)NCC1=NC=C(N=C1)C)C 1-(4-fluoro-2,6-dimethyl-phenyl)sulfonyl-N-[(5-methylpyrazin-2-yl)methyl]pyrazole-3-carboxamide